[2,3'-bipyridine]-5-amine N1=C(C=CC(=C1)N)C=1C=NC=CC1